1-(4-aminophenyl)-2-carboxyethane NC1=CC=C(C=C1)CCC(=O)O